2-((2S)-1-Acryloyl-4-(7-(5-methylindolin-1-yl)-2-(2-morpholinoethoxy)-5,6,7,8-tetrahydroquinazolin-4-yl)piperazin-2-yl)acetonitrile C(C=C)(=O)N1[C@H](CN(CC1)C1=NC(=NC=2CC(CCC12)N1CCC2=CC(=CC=C12)C)OCCN1CCOCC1)CC#N